(RS)-1-{4-[2-(cyclopropylmethoxy)ethyl]-phenoxy}-3-(isopropylamino)propan-2-ol C1(CC1)COCCC1=CC=C(OC[C@@H](CNC(C)C)O)C=C1 |r|